ClC1=C(C(=CC=C1)F)C1=NCC2=NN=C(N2C=2SC=3C[C@@H](CC3C12)C(F)F)C1CC1 (13R)-9-(2-chloro-6-fluoro-phenyl)-3-cyclopropyl-13-(difluoromethyl)-16-thia-2,4,5,8-tetrazatetracyclo[8.6.0.02,6.011,15]hexadeca-1(10),3,5,8,11(15)-pentaene